C(C1=CC=CC=C1)N1CCC(CC1)C1=C(C(=C(C(=O)O)C=C1)C=O)C 4-(1-benzylpiperidin-4-yl)-2-formyl-3-methylbenzoic acid